N-methyl-N-(3-(prop-1-yn-1-yl)phenyl)-[1,2,4]triazolo[4,3-a]quinazolin-5-amine CN(C1=NC=2N(C3=CC=CC=C13)C=NN2)C2=CC(=CC=C2)C#CC